N-(6-fluoroquinolin-8-yl)-5-(3-(trifluoromethyl)-5,6-dihydro-[1,2,4]triazolo[4,3-a]pyrazin-7(8H)-yl)pyrazine-2-carboxamide FC=1C=C2C=CC=NC2=C(C1)NC(=O)C1=NC=C(N=C1)N1CC=2N(CC1)C(=NN2)C(F)(F)F